1H-indol-7-yl phosphate P(=O)(OC=1C=CC=C2C=CNC12)([O-])[O-]